(2Z)-2-({2-Fluoro-4-methyl-5-[(2,2,2-trifluoroethyl)sulfanyl]-phenyl}imino)-1,3-thiazolidin-4-on FC1=C(C=C(C(=C1)C)SCC(F)(F)F)\N=C\1/SCC(N1)=O